4-Methoxy-N-[1-[[(3-amino-3-oxo-propyl)-(2-chloro-2-fluoro-acetyl)amino]carbamoyl]-3-methyl-butyl]-1H-indole-2-carboxamide COC1=C2C=C(NC2=CC=C1)C(=O)NC(CC(C)C)C(NN(C(C(F)Cl)=O)CCC(=O)N)=O